FC1=CC=C(C=N1)OCCCN1CCN(CC1)C=1C=CC=C2C=CNC12 7-(4-(3-((6-fluoropyridin-3-yl)oxy)propyl)piperazin-1-yl)-1H-indole